COC1=CC=C(C=C1)C(C1=CC=CC=C1)(C1=CC=CC=C1)NC(CCC(=O)N)CC 4-(((4-methoxyphenyl)diphenylmethyl)amino)hexanamide